2-methoxy-4-(morpholinesulfonyl)aniline COC1=C(N)C=CC(=C1)S(=O)(=O)N1CCOCC1